1,4-bis(3-chloro-4-((3-fluorobenzyl)oxy)phenyl)-5-ethyl-3-methyl-1H-pyrazole ClC=1C=C(C=CC1OCC1=CC(=CC=C1)F)N1N=C(C(=C1CC)C1=CC(=C(C=C1)OCC1=CC(=CC=C1)F)Cl)C